2-bromo-1-(8-bromo-4-methylchroman-4-yl)ethan-1-one BrCC(=O)C1(CCOC2=C(C=CC=C12)Br)C